(E)-1-(2,4-Dihydroxyphenyl)-3-[4-methoxy-3-[(2,3,4,5,6-pentafluorophenoxy)methyl]phenyl]prop-2-en-1-one OC1=C(C=CC(=C1)O)C(\C=C\C1=CC(=C(C=C1)OC)COC1=C(C(=C(C(=C1F)F)F)F)F)=O